C(C)(C)(C)OC(=O)NC1=CC=C(C=C1)C1=C2CN(C(C2=CC=C1)=O)[C@H](C(=O)N[C@@H](CO)C(=O)OC)CO methyl ((S)-2-(4-(4-((tert-butoxycarbonyl)amino)phenyl)-1-oxoisoindolin-2-yl)-3-hydroxypropanoyl)-L-serinate